(S)-1-chloro-3-(4-(2-(4-((S)-2-hydroxy-3-(1H-imidazol-1-yl)propoxy)phenyl)propan-2-yl)-2-iodophenoxy)propan-2-ol ClC[C@H](COC1=C(C=C(C=C1)C(C)(C)C1=CC=C(C=C1)OC[C@H](CN1C=NC=C1)O)I)O